C12COCC(CC1)N2CC(COC2=NC1=C(C=C(C=C1C(=N2)N2C[C@H]1CC[C@@H](C2)N1)Cl)F)(C)C (7S or R)-2-(3-(3-oxa-8-azabicyclo[3.2.1]octan-8-yl)-2,2-dimethyl-propoxy)-4-((1R,5S)-3,8-diazabicyclo[3.2.1]octan-3-yl)-6-chloro-8-fluoro-quinazolin